Benzyl 8-[(2R)-3-methoxy-2-methyl-3-oxo-propyl]-4-methyl-chromane-4-carboxylate COC([C@@H](CC=1C=CC=C2C(CCOC12)(C(=O)OCC1=CC=CC=C1)C)C)=O